NC1=CC2=C(N=C3C(NC(N=C3N2)=O)=O)C=C1 8-amino-2H,3H,4H,10H-benzo[g]pteridine-2,4-dione